C(C#CCCC)OC(CCC(=O)OCCCCCCBr)OCC#CCCC 6-bromohexyl 4,4-bis(hex-2-yn-1-yloxy)butanoate